C(C)(C)(C)C1C(N(N(CCC1C(=O)O)C(=O)O)C(=O)O)(C(C)(C)C)C(C)(C)C tri-tert-butyl-diazacycloheptane-1,2,5-tricarboxylic acid